4-(3-(2,5-dichloropyrimidin-4-yl)pyrazolo[1,5-a]pyridin-6-yl)morpholine ClC1=NC=C(C(=N1)C=1C=NN2C1C=CC(=C2)N2CCOCC2)Cl